(Z)-N'-hydroxyisobutyramidine O\N=C(\C(C)C)/N